5-(3-(5-(tert-butyl)oxazol-2-yl)cyclopentyl)-1H-pyrazol-3-amine C(C)(C)(C)C1=CN=C(O1)C1CC(CC1)C1=CC(=NN1)N